(3R,3aS)-1-Chloro-3-(diphenylmethyl)tetrahydro-1H,3H-pyrrolo[1,2-c][1,3,2]oxazaphosphole ClP1O[C@@H]([C@H]2N1CCC2)C(C2=CC=CC=C2)C2=CC=CC=C2